FC1=CC=C(C=C1)C1SCC(N1C1=C(C=C(C(=O)NS(=O)(=O)C=2C=NC=CC2)C=C1)C)=O 4-[2-(4-Fluorophenyl)-4-oxo-1,3-thiazolidin-3-yl]-3-methyl-N-(3-pyridinylsulfonyl)-benzamide